C(C)OC1C(C1)C1(C=C(C(N(C1)CC1=CC(=C(C=C1)F)C)=O)C(=O)NC)C(=O)N 5-(2-ethoxycyclopropyl)-1-(4-fluoro-3-methylbenzyl)-N3-methyl-2-oxo-1,2-Dihydropyridine-3,5-dicarboxylic acid diamide